C(C)(C)(C)OC(=O)C1CCN(CC1)CC1CCN(CC1)C(=O)OCC1=CC=CC=C1 benzyl 4-((4-(tert-butoxycarbonyl)piperidin-1-yl)methyl)piperidine-1-carboxylate